O[C@@H]1CC[C@@]2([C@H]3C[C@@H]([C@@]4([C@H](CC[C@H]4[C@@H]3CC[C@@H]2C1)[C@@H](CCC(=O)OCCN(CC)CC)C)C)O)C 2-(diethylamino)ethyl (R)-4-((3R,5R,8R,9S,10S,12S,13R,14S,17R)-3,12-dihydroxy-10,13-dimethylhexadecahydro-1H-cyclopenta[a]phenanthren-17-yl)pentanoate